C(CCC)OC1=CC=C(C=C1)S(=O)(=O)C=1C=NC2=CC=C(C=C2C1N1CCC(CC1)N1CCOCC1)SC 4-(1-(3-((4-butoxyphenyl)sulfonyl)-6-(methylthio)quinolin-4-yl)piperidin-4-yl)morpholine